4-[5-[[4-(difluoromethyl)-6-oxo-1H-pyridine-3-carbonyl]amino]-2-fluoro-4-[(3R)-3,4-dimethylpiperazin-1-yl]phenyl]-3,6-dihydro-2H-pyridine-1-carboxylic acid FC(C=1C(=CNC(C1)=O)C(=O)NC=1C(=CC(=C(C1)C=1CCN(CC1)C(=O)O)F)N1C[C@H](N(CC1)C)C)F